5-chloro-2-(1-methyl-5-(trifluoromethyl)-1H-imidazo[4,5-b]pyridin-2-yl)phenol ClC=1C=CC(=C(C1)O)C=1N(C=2C(=NC(=CC2)C(F)(F)F)N1)C